(1S,2S)-N-[8-amino-6-(2-chlorophenyl)-2,7-naphthyridin-3-yl]-2-(1-methyl-1H-pyrazole-4-yl)cyclopropane-1-carboxamide NC=1N=C(C=C2C=C(N=CC12)NC(=O)[C@@H]1[C@H](C1)C=1C=NN(C1)C)C1=C(C=CC=C1)Cl